[Li+].CN1N=C(C=C1)C1=C(C(=O)[O-])C=CC=C1 2-(1-Methyl-1H-pyrazol-3-yl)benzoic acid, lithium salt